3-amino-N-(1-(2-((4-carbamimidoylphenyl)amino)ethyl)pyrrolidin-3-yl)-2-oxo-1-(4-phenyl-3,4-dihydro-2H-benzo[b][1,4]oxazin-6-yl)-1,2-dihydrothieno[2,3-b]pyrazine-6-carboxamide NC=1C(N(C2=C(N1)SC(=C2)C(=O)NC2CN(CC2)CCNC2=CC=C(C=C2)C(N)=N)C2=CC1=C(OCCN1C1=CC=CC=C1)C=C2)=O